((4S,7S)-1-oxaspiro[3.5]nonan-7-yl)-8-(trifluoromethyl)pyrido[4,3-d]pyrimidine-2,5-Diamine O1CCC12CCC(CC2)C=2C1=C(N=C(N2)N)C(=CN=C1N)C(F)(F)F